5-methoxy-15,15-dimethyl-11-thia-3,6,14,17-tetraazatetracyclo[8.8.0.02,7.012,18]octadeca-1(10),2(7),3,5,8,12(18)-hexaen-13-one COC=1C=NC=2C=3C=4NCC(NC(C4SC3C=CC2N1)=O)(C)C